(S)-2-((6-((2-Acryloyl-2-azaspiro[3.3]heptan-6-yl)methyl)-1-methyl-2-oxo-1,2,3,4,5,6-hexahydrobenzo[b][1,4]diazocin-3-yl)amino)-6-methyl-4-(trifluoromethyl)nicotinonitril C(C=C)(=O)N1CC2(C1)CC(C2)CN2C1=C(N(C([C@H](CC2)NC2=C(C#N)C(=CC(=N2)C)C(F)(F)F)=O)C)C=CC=C1